(2R,3R)-Methyl 3-methyl-1,2,3,4-tetrahydroquinoline-2-carboxylate C[C@H]1[C@@H](NC2=CC=CC=C2C1)C(=O)OC